diphenyl ((5-chloro-2,4-difluorophenyl)(phenylamino) methyl)phosphonate ClC=1C(=CC(=C(C1)C(NC1=CC=CC=C1)P(OC1=CC=CC=C1)(OC1=CC=CC=C1)=O)F)F